1-[4-[7-[6-[bis[(4-methoxyphenyl)methyl]amino]-3-(trifluoromethyl)-2-pyridinyl]-5,6,7,8-tetrahydroquinazolin-4-yl]piperazin-1-yl]prop-2-en-1-one COC1=CC=C(C=C1)CN(C1=CC=C(C(=N1)C1CCC=2C(=NC=NC2C1)N1CCN(CC1)C(C=C)=O)C(F)(F)F)CC1=CC=C(C=C1)OC